2-(8-bromoimidazo[1,5-a]pyridin-3-yl)propan-2-amine BrC=1C=2N(C=CC1)C(=NC2)C(C)(C)N